C(C)(C)(C)C1=C(C(=CC(=C1)C=O)C=O)O 2-tert-butyl-4,6-diformylphenol